N[C@](C(=O)O)(CCCCB(O)O)CCN1CCC(CC1)CCO (R)-2-amino-6-borono-2-(2-(4-(2-hydroxyethyl)piperidin-1-yl)ethyl)hexanoic acid